FC1=CC=C(CC2=CC=C3C(CNC3=C2)(C(=O)O)C)C=C1 6-(4-fluorobenzyl)-3-methylindoline-3-carboxylic acid